FC=1C(=CC(=NC1)[C@H](C)N1C(C2=CC(=CC(=C2CC1)C1=CC=NN1)CN1C(=NC=C1)NC)=O)OC (S)-2-(1-(5-fluoro-4-methoxypyridin-2-yl)ethyl)-7-((2-(methylamino)-1H-imidazol-1-yl)methyl)-5-(1H-pyrazol-5-yl)-3,4-dihydroisoquinolin-1(2H)-one